C(C)OC(=O)C1=NC(=NO1)C1=CC=C(C=C1)C(F)(F)F 3-(4-trifluoromethylphenyl)-1,2,4-oxadiazole-5-carboxylic acid ethyl ester